N-[3-chloro-4-[4-(piperidine-4-carbonyl)piperazine-1-carbonyl]phenyl]-5-[1-[5-(2-methoxyethylamino)-2-pyridyl]-3-(trifluoromethyl)pyrazol-4-yl]-1-methylimidazole-2-carboxamide ClC=1C=C(C=CC1C(=O)N1CCN(CC1)C(=O)C1CCNCC1)NC(=O)C=1N(C(=CN1)C=1C(=NN(C1)C1=NC=C(C=C1)NCCOC)C(F)(F)F)C